C(C)OC(=O)C1CCCCC1OCC Ethoxycarbonyl-6ξ-ethoxy-cyclohexan